3-(1-methyl-1H-pyrazol-4-yl)-N-(4-(5-(4-methylpiperazin-1-yl)-5-oxopentyl)-1-phenyl-1H-imidazol-2-yl)benzamide CN1N=CC(=C1)C=1C=C(C(=O)NC=2N(C=C(N2)CCCCC(=O)N2CCN(CC2)C)C2=CC=CC=C2)C=CC1